(E)-ethyl 3-(2-chlorophenyl)-2-(phenoxymethyl)acrylate ClC1=C(C=CC=C1)/C=C(/C(=O)OCC)\COC1=CC=CC=C1